4-(4-chloro-6-(isopropyl-(methyl)amino)pyridinamido)benzoic acid ClC1=CC(=NC(=C1)N(C)C(C)C)C(=O)NC1=CC=C(C(=O)O)C=C1